N-hydroxypropyl-dimethylmorpholine OCCCN1C(COCC1)(C)C